NC1CC(C1)NC(=O)C1=C(C=C(C=C1)NC(=O)C=1N(C(=CN1)C1=C(C(=C(C=C1)OC)F)F)C)Cl N-(4-(((1s,3s)-3-aminocyclobutyl)carbamoyl)-3-chlorophenyl)-5-(2,3-difluoro-4-methoxyphenyl)-1-methyl-1H-imidazole-2-carboxamide